C(C)OC(=O)N1CC2(CC(C2)N2CCC(CC2)N(CC(F)F)C(C)=O)CC1.[F-].[Sm+3].[F-].[F-] Samarium fluorid ethyl-2-{4-[acetyl-(2,2-difluoroethyl)amino]piperidin-1-yl}-6-azaspiro[3.4]octane-6-carboxylate